C(CCCC)C1CC2=CC=C(C=C2C1)OB(O)O (2-pentyl-2,3-dihydro-1H-inden-5-yl)boric acid